6-chloro-7-fluoro-3-(1H-imidazol-1-yl)-5-methoxy-2-(5-(methoxymethyl)-1H-1,2,4-triazol-3-yl)-1-methyl-1H-indole ClC1=C(C=C2C(=C(N(C2=C1F)C)C1=NNC(=N1)COC)N1C=NC=C1)OC